2-[8-bromo-5-oxo-2-(propan-2-yl)-2,3-dihydroimidazo[1,2-c]pyrido[2,3-e]pyrimidin-6(5H)-yl]-N-(5-fluoropyridin-2-yl)acetamide BrC1=CC2=C(C=3N(C(N2CC(=O)NC2=NC=C(C=C2)F)=O)CC(N3)C(C)C)N=C1